FC1=CC=C(C=C1)C(C#N)=C1CCN(CC1)C(=O)N1CCC(CC1)O 2-(4-fluorophenyl)-2-(1-(4-hydroxypiperidine-1-carbonyl)piperidin-4-ylidene)acetonitrile